Triethanolamine monobutyrate C(CCC)(=O)O.N(CCO)(CCO)CCO